3-(3',5'-di-tert-butyl-4-hydroxy-tolyl)-propionate C(C)(C)(C)C=1C(=C(C=C(C1O)C(C)(C)C)C)CCC(=O)[O-]